BrC=1C=C(C=C(C1)Cl)NC1=NC=C(C(=N1)NN1C(OC2=C1C=CC=C2)=O)C [2-(3-bromo-5-chloro-phenylamino)-5-methyl-pyrimidin-4-ylamino]-3H-benzooxazol-2-one